N-((2,6-Diisopropylphenyl)carbamoyl)-3,4,5-trimethylpiperazin-1-sulfonamid C(C)(C)C1=C(C(=CC=C1)C(C)C)NC(=O)NS(=O)(=O)N1CC(N(C(C1)C)C)C